C1(CCCC1)N1[C@@H](C(N(C=2C=NC(=NC12)NC1=C(C=C(C=C1)S(=O)(=O)CC(N1CCSCC1)=O)OC)C)=O)CC (R)-8-cyclopentyl-7-ethyl-2-[4-(2-oxo-2-thiomorpholinoethylsulfonyl)-2-methoxyphenylamino]-5-methyl-7,8-dihydropteridin-6(5H)-one